BrC1=C(C#N)C=C(C=C1C#N)Br 2,5-dibromo-isophthalonitrile